N-(2,6-diethylphenyl)-8-({4-[4-(dimethylamino)piperidin-1-yl]-2-methoxyphenyl}amino)-1-methyl-4,5-dihydro-1H-pyrazolo[4,3-h]quinazoline-3-carboxamide phosphate P(=O)(O)(O)O.C(C)C1=C(C(=CC=C1)CC)NC(=O)C1=NN(C2=C1CCC=1C=NC(=NC21)NC2=C(C=C(C=C2)N2CCC(CC2)N(C)C)OC)C